CC(=O)OC[C@@H]1[C@H]([C@@H]([C@H]([C@@H](O1)OC2=CC=C(C=C2)/C=C/C(=O)O)OC(=O)C)OC(=O)C)OC(=O)C The molecule is an O-acyl carbohydrate that is trans-4-coumaric acid attached to a 2,3,4,6-tetra-O-acetyl-beta-D-glucopyranosyl residue at position 4 via a glycosidic linkage. It is a monosaccharide derivative, an acetate ester and an O-acyl carbohydrate. It derives from a trans-4-coumaric acid.